FC1(CC12CC(C2)(O)C=2SC1=NC(=CC=C1N2)C2=CC=1C(N=C2)=NN(C1)C)F cis-1,1-difluoro-5-(5-(2-methyl-2H-pyrazolo[3,4-b]pyridin-5-yl)[1,3]thiazolo[5,4-b]pyridin-2-yl)spiro[2.3]hexan-5-ol